(S)-2-(3-fluoro-5-(2-fluoropropan-2-yl)-2-methoxyphenyl)-2-((R)-3-((5-(5,6,7,8-tetrahydro-1,8-naphthyridin-2-yl)pentyl)oxy)pyrrolidin-1-yl)acetic acid FC=1C(=C(C=C(C1)C(C)(C)F)[C@@H](C(=O)O)N1C[C@@H](CC1)OCCCCCC1=NC=2NCCCC2C=C1)OC